C(C)(C)(C)OC(=O)N1CCC(CC1)CCN(C)CC1CCN(CC1)C(=O)OCC1=CC=CC=C1 Benzyl 4-(((2-(1-(tert-butoxycarbonyl)piperidin-4-yl)ethyl)(methyl)amino)methyl)piperidine-1-carboxylate